N-hexyl-2-((8-methoxy-6-oxo-6H-benzo[c]benzopyran-3-yl)oxy)acetamide tert-butyl-2-(2-(2-fluoropyridin-4-yl)-6-isopropyl-3-methyl-phenyl)acetate C(C)(C)(C)OC(CC1=C(C(=CC=C1C(C)C)C)C1=CC(=NC=C1)F)=O.C(CCCCC)NC(COC1=CC2=C(C3=C(C(O2)=O)C=C(C=C3)OC)C=C1)=O